C1(CC1)C=1N=C(C2=CC3=C(C=C2C1C1=CC=C(C=C1)F)C=NN3)N=S(=O)(C)C ((6-cyclopropyl-5-(4-fluorophenyl)-1H-pyrazolo[4,3-g]isoquinolin-8-yl)imino)dimethyl-λ6-sulfanone